1-dimethylamino-4-aminobenzene CN(C1=CC=C(C=C1)N)C